2-[6-[[2-oxo-4-(trifluoromethyl)-1-pyridyl]methyl]-2-azaspiro[3.3]heptane-2-carbonyl]-2,5-diazaspiro[3.4]octan-6-one O=C1N(C=CC(=C1)C(F)(F)F)CC1CC2(CN(C2)C(=O)N2CC3(C2)NC(CC3)=O)C1